N-[(1R,3S)-3-{[2-(trifluoromethyl)quinolin-4-yl]amino}cyclohexyl]-2H-1,3-benzodioxole-4-carboxamide FC(C1=NC2=CC=CC=C2C(=C1)N[C@@H]1C[C@@H](CCC1)NC(=O)C1=CC=CC=2OCOC21)(F)F